NC1(CC(C1)(F)F)CO (1-amino-3,3-difluoro-cyclobutyl)methanol